[NH4+].S(=O)(=O)([O-])OOS(=O)(=O)[O-].[K+] potassium persulfate Ammonium